CN(CCCCCN(C)C)C Tetramethylpentylenediamine